[7,7-dimethyl-8-oxo-8-(4-pentylnonoxy)octyl] (2S)-4-[3-(dimethylamino)propanoyloxy]-1-[7,7-dimethyl-8-oxo-8-(4-pentylnonoxy)octyl]pyrrolidine-2-carboxylate CN(CCC(=O)OC1C[C@H](N(C1)CCCCCCC(C(OCCCC(CCCCC)CCCCC)=O)(C)C)C(=O)OCCCCCCC(C(OCCCC(CCCCC)CCCCC)=O)(C)C)C